OC1=C(C=O)C=C(C=C1)C=1C(=NC(=NC1)NC1=C(C=C(C=C1)N1CCC(CC1)N1CCN(CC1)C)OC)NC 2-hydroxy-5-[2-({2-methoxy-4-[4-(4-methylpiperazin-1-yl)piperidin-1-yl]phenyl}amino)-4-(methylamino)pyrimidin-5-yl]benzaldehyde